CN(CCOC=1SC(=CN1)CN(C(=O)C1=CC2=C(OC3=C(C(N2)=O)C=CC=C3)C=C1)C)C N-((2-(2-(dimethylamino)ethoxy)thiazol-5-yl)methyl)-N-methyl-11-oxo-10,11-dihydrodibenzo[b,f][1,4]oxazepine-8-carboxamide